4,4'-(((1,4-phenylenedi(oxy))bis(2,6-dimethyl-4,1-phenylene))bis(oxy))bis(2,6-dimethylphenol) C1(=CC=C(C=C1)OC1=CC(=C(C(=C1)C)OC1=CC(=C(C(=C1)C)O)C)C)OC1=CC(=C(C(=C1)C)OC1=CC(=C(C(=C1)C)O)C)C